3,6-diisopropyl-1,4-dimethyl-2,5-piperazinedione C(C)(C)C1C(N(C(C(N1C)=O)C(C)C)C)=O